phenyl-5,6-dihydro-1,4,2-dioxazine C1(=CC=CC=C1)C1=NOCCO1